C(C)(C)(C)C1NCC=C1CC(F)(F)F tert-butyl-3-(2,2,2-trifluoroethyl)-2,5-dihydropyrrole